6-{4-[(6-methoxypyridin-3-yl)oxy]piperidin-1-yl}-5-methyl-N-(2-phenylethyl)pyridazine-3-carboxamide COC1=CC=C(C=N1)OC1CCN(CC1)C1=C(C=C(N=N1)C(=O)NCCC1=CC=CC=C1)C